(2,6-Dichloropyridin-4-yl)methyl (S)-2-amino-3-((S)-2-oxopyrrolidin-3-yl)propanoate hydrochloride Cl.N[C@H](C(=O)OCC1=CC(=NC(=C1)Cl)Cl)C[C@H]1C(NCC1)=O